C(C)OC(CC=1C=CC=C2C(CCOC12)(C)C(CBr)=O)=O.SCCC[Si](OCC)(OCC)C gamma-mercaptopropyl-methyl-diethoxysilane ethyl-2-[4-(2-bromoacetyl)-4-methyl-chroman-8-yl]acetate